N1CN=CCC1 5,6-dihydro-1H-pyrimidin